N-(3,4-dimethylphenyl)-4-((4-fluorophenyl)sulfonamido)benzamide CC=1C=C(C=CC1C)NC(C1=CC=C(C=C1)NS(=O)(=O)C1=CC=C(C=C1)F)=O